C(C1=CC=CC=C1)N1COC(CC1)(C(=O)OCC)CC1=CC=CC=C1 ethyl 1,4-dibenzyl-3-oxa-4-piperidinecarboxylate